C(C)(C)OP(=O)(OC(C)C)OC=1C(=C(C=C(C1)C)CC(=O)OC(C)(C)C)C(C)(CCO)C tert-butyl 2-(3-((diisopropoxyphosphoryl)oxy)-2-(4-hydroxy-2-methylbutan-2-yl)-5-methylphenyl)acetate